tert-butyl 2-ethynylmorpholine-4-carboxylate C(#C)C1CN(CCO1)C(=O)OC(C)(C)C